N[C@@H]1CC[C@H](CC1)N(C(=O)NCC(C)(C)O)C1=NC=C(N=C1)C=1C=NC(=NC1)OC 1-(trans-4-aminocyclohexyl)-3-(2-hydroxy-2-methylpropyl)-1-(5-(2-methoxypyrimidin-5-yl)pyrazin-2-yl)urea